COC1=CC=C2C(=CC=NC2=C1)COC1=CC=C(C=C1)SC 7-methoxy-4-[(4-methylsulfanylphenoxy)methyl]quinoline